CN(C(=O)C1NN2C(CN(CC=C2)C=2C3=C(N=C(N2)SC)CNCC3)C1)C N,N-dimethyl-5-(2-(methylthio)-5,6,7,8-tetrahydropyrido[3,4-d]pyrimidin-4-yl)-tetrahydro-4H-pyrazolo[1,5-a][1,4]diazepine-2-carboxamide